4-(5-(3'-chloro-5-fluoro-2-methoxy-4'-(3-methyl-2-oxoimidazolidin-1-yl)-[1,1'-biphenyl]-3-yl)-2-ethylpyridin-3-yl)piperazine-1-carboxylic acid tert-butyl ester C(C)(C)(C)OC(=O)N1CCN(CC1)C=1C(=NC=C(C1)C=1C(=C(C=C(C1)F)C1=CC(=C(C=C1)N1C(N(CC1)C)=O)Cl)OC)CC